(S)-6-(1-amino-1,3-dihydrospiro[indene-2,4'-piperidine]-1'-yl)-3-(1-(3-fluorophenyl)vinyl)-1H-pyrazole N[C@@H]1C2=CC=CC=C2CC12CCN(CC2)C2=CC=C(C=C2C(=C)C2=NNC=C2)F